methyl 1-(2-ethoxy-2-oxoethyl)-4-(trifluoromethyl)piperidine-4-carboxylate C(C)OC(CN1CCC(CC1)(C(=O)OC)C(F)(F)F)=O